OC1CC(C1)N1C=C(C(=CC1=O)C(=O)OC)C(=O)OC(C)(C)C 3-(tert-butyl) 4-methyl 1-((1r,3r)-3-hydroxycyclobutyl)-6-oxo-1,6-dihydropyridine-3,4-dicarboxylate